NC=1C(=C(C(=O)OCC(C)CCC[C@@H](C)[C@H]2CC[C@H]3[C@@H]4CCC5CCCC[C@]5(C)[C@H]4CC[C@]23C)C=CC1)N cholestanyl diaminobenzoate